dimethylimidazole dimethyl-phosphate METHYL-2-ISOCYANO-3-METHYL-BENZOATE COC(C1=C(C(=CC=C1)C)[N+]#[C-])=O.COP(=O)(OC)O.CC1=C(N=CN1)C